ClC1=CC=C(C=C1)C=1OC2=CC(=C(C=C2C(C1O)=O)OC)OC 2-(4-chlorophenyl)-3-hydroxy-6,7-dimethoxy-4H-chromen-4-one